N1=CC=C(C=C1)C#CC=1C=NC=CC1SC(C(=O)O)(C)C 2-((3-(pyridin-4-ylethynyl)pyridin-4-yl)mercapto)-2-methylpropanoic acid